(4-acetylpiperazin-1-yl)-N-(4-(2-chlorophenyl)thiazol-2-yl)-3-methylpyridinamide C(C)(=O)N1CCN(CC1)C1=C(C(=NC=C1)C(=O)NC=1SC=C(N1)C1=C(C=CC=C1)Cl)C